PYRIDYLOXYACETIC ACID N1=C(C=CC=C1)OCC(=O)O